CNC1=C(C=CC=C1)C1=C(C=CC=C1)[Pd] [2-[2-(methylamino)phenyl]phenyl]palladium